(1R,2R)-N-(6-((R)-1-cyanospiro[2.2]pentan-1-yl)isoquinolin-3-yl)-2-(pyridin-3-yl)cyclopropane-1-carboxamide C(#N)[C@@]1(CC12CC2)C=2C=C1C=C(N=CC1=CC2)NC(=O)[C@H]2[C@@H](C2)C=2C=NC=CC2